4-(1-(1-(2-chloropyridin-4-yl)ethyl)-1H-pyrazol-4-yl)-6-(2-(methoxymethoxy)phenyl)pyridazin-3-amine ClC1=NC=CC(=C1)C(C)N1N=CC(=C1)C1=C(N=NC(=C1)C1=C(C=CC=C1)OCOC)N